(3S,4S) or (3R,4R)-6-chloro-N-[5-chloro-1-(1-methylcyclopropyl)-1H-pyrazol-4-yl]-7-(3-fluoropiperidin-4-yl)quinazolin-2-amine ClC=1C=C2C=NC(=NC2=CC1[C@H]1[C@@H](CNCC1)F)NC=1C=NN(C1Cl)C1(CC1)C |o1:11,12|